[(2R)-2-piperidyl]methyl 2-[[4-[[2-(6-methyl-2-pyridyl)pyrimidin-4-yl]amino]pyrimidin-2-yl]amino]thiazole-5-carboxylate CC1=CC=CC(=N1)C1=NC=CC(=N1)NC1=NC(=NC=C1)NC=1SC(=CN1)C(=O)OC[C@@H]1NCCCC1